(2S,4R)-N-[(S)-(4-cyclopropyl-3-fluorophenyl)(phenyl)methyl]-1-{2-[(dimethylcarbamoyl)amino]acetyl}-4-fluoropyrrolidine-2-carboxamide C1(CC1)C1=C(C=C(C=C1)[C@@H](NC(=O)[C@H]1N(C[C@@H](C1)F)C(CNC(N(C)C)=O)=O)C1=CC=CC=C1)F